4-(benzyloxy)phenylboronic acid C(C1=CC=CC=C1)OC1=CC=C(C=C1)B(O)O